glycerylarsonate C(C(O)CO)[As]([O-])([O-])=O